C(CCCCCCCCCCCCCCCCC)(=O)OC[C@@H](OC(CCCCCCCCCCCCCCCCCCC)=O)COP(=O)([O-])OCC[N+](C)(C)C 1-octadecanoyl-2-eicosanoyl-sn-glycero-3-phosphocholine